3-(benzyloxy)-N-(3-(methylsulfonamido)phenyl)isoxazole-5-carboxamide C(C1=CC=CC=C1)OC1=NOC(=C1)C(=O)NC1=CC(=CC=C1)NS(=O)(=O)C